C(C=C)C=1C=C(C=CC1OCCO)C(CCC=1N=C(OC1C(C)C)C1=C(C=C(C=C1)Cl)Cl)O 1-(3-allyl-4-(2-hydroxyethoxy)phenyl)-3-(2-(2,4-dichlorophenyl)-5-isopropyloxazol-4-yl)propan-1-ol